CC1=NN2C(N(CCC2)C(CCC(=O)NC2=CC=C(C=C2)C2=C(C=CC=C2)C)=O)=C1 4-(2-methyl-6,7-dihydropyrazolo[1,5-a]pyrimidin-4(5H)-yl)-N-(2'-methyl-[1,1'-biphenyl]-4-yl)-4-oxobutanamide